tert-butyl 3-((8-((tert-butoxycarbonyl)(2-(trifluoromethyl)phenyl)amino)-3-isopropylimidazo[1,2-b]pyridazin-6-yl)thio)piperidine-1-carboxylate C(C)(C)(C)OC(=O)N(C=1C=2N(N=C(C1)SC1CN(CCC1)C(=O)OC(C)(C)C)C(=CN2)C(C)C)C2=C(C=CC=C2)C(F)(F)F